[(3R,9aS)-3-(3-Chloro-5-oxazol-5-ylphenyl)-3-hydroxy-1,4,6,7,9,9a-hexahydropyrazino[2,1-c][1,4]oxazin-8-yl]-(2-chloro-3-methoxyphenyl)methanon ClC=1C=C(C=C(C1)C1=CN=CO1)[C@@]1(CN2[C@H](CO1)CN(CC2)C(=O)C2=C(C(=CC=C2)OC)Cl)O